normal octanal C(CCCCCCC)=O